N-tert-Butoxycarbonyl-N-[2-[2-methyl-3-oxo-1-(2-trimethylsilylethoxymethyl)pyrazol-4-yl]pyrimidin-4-yl]carbamic acid tert-butyl ester C(C)(C)(C)OC(N(C1=NC(=NC=C1)C=1C(N(N(C1)COCC[Si](C)(C)C)C)=O)C(=O)OC(C)(C)C)=O